12-methoxy-5-thia-1,3,10,11-tetraazatricyclo[6.4.0.02,6]dodeca-2(6),3,7,11-tetraen-9-one COC1=NNC(C2=CC=3SC=NC3N12)=O